(R)-1-(1-propyl-1H-pyrazolo[3,4-c]pyridin-5-yl)ethylamine hydrochloride Cl.C(CC)N1N=CC=2C1=CN=C(C2)[C@@H](C)N